FC=1C=CC(=NC1)N1N=C(C=C1)CC(=O)OC Methyl 2-[1-(5-fluoropyridin-2-yl)-1H-pyrazol-3-yl]acetate